3,6-bis(aminomethyl)hexahydrofuro[3,2-b]furan NCC1C2C(OC1)C(CO2)CN